ClC=1C=C(C=C(C1)OC)C(=O)N1CC=2C(CC1)=C(N(N2)C)C2=CC=CC=C2 (3-chloro-5-methoxyphenyl)(2-methyl-3-phenyl-2,4,5,7-tetrahydro-6H-pyrazolo[3,4-c]pyridin-6-yl)methanone